monobenzyl-(2-(benzyloxy)-2-oxoacetic acid) oxalate C(C(=O)O)(=O)O.C(C1=CC=CC=C1)C1=CC=C(COC(C(=O)O)=O)C=C1